ethyl 2-(2-((7-(2-((1,1-dimethylethylsulfinamido)methyl)pyridin-4-yl)-3-fluorobenzofuran-5-yl)methoxy)phenyl)acetate CC(C)(S(=O)NCC1=NC=CC(=C1)C1=CC(=CC=2C(=COC21)F)COC2=C(C=CC=C2)CC(=O)OCC)C